C(#C)C=1SC=C(N1)NC(N(C)[C@@H](CO)C1=CC=C(C=N1)C1=NC(=CC=C1)N1CCCC1)=O (R)-3-(2-ethynylthiazol-4-yl)-1-(2-hydroxy-1-(6-(pyrrolidin-1-yl)-[2,3'-bipyridyl]-6'-yl)-ethyl)-1-methylurea